C1=CC(=CC=2C3=CC=CC=C3N(C12)C1=C(C#N)C=C(C(=C1)N1C2=CC=CC=C2C=2C=C(C=CC12)N1C2=CC=CC=C2C=2C=CC=CC12)C1=NC(=NC(=C1)C1=CC=CC=C1)C1=CC=CC=C1)N1C2=CC=CC=C2C=2C=CC=CC12 2,4-di(9H-[3,9'-bicarbazol]-9-yl)-5-(2,6-diphenylpyrimidin-4-yl)benzonitrile